BrC1=CC=C(C=C1)C1=NC=2N(C(=C1)C(F)(F)F)N=CC2 5-(4-bromophenyl)-7-(trifluoromethyl)pyrazolo[1,5-a]pyrimidine